FC=1C=CC=C2C(=NNC12)CCN(C)C 2-(7-fluoro-1H-indazol-3-yl)-N,N-dimethylethan-1-amine